8-fluoro-2-[(2-methylimidazo[2,1-b][1,3,4]thiadiazol-6-yl)methyl]-1-[(2R,4R)-2-methyl-tetrahydro-2H-pyran-4-yl]-1H-imidazo[4,5-c]quinoline, formate salt C(=O)O.FC1=CC=2C3=C(C=NC2C=C1)N=C(N3[C@H]3C[C@H](OCC3)C)CC=3N=C1SC(=NN1C3)C